FC1=C(OC2=C(C=C(C=C2)NS(=O)(=O)CC)C2=CN(C(C(=C2)O)=O)C)C=CC(=C1)F N-[4-(2,4-difluorophenoxy)-3-(5-hydroxy-1-methyl-6-oxopyridin-3-yl)phenyl]ethanesulfonamide